FC=1C=CC(=C(C(=O)N(C)C(C)C)C1)N1C(N(C2=C1C=NC=C2)C2CCN(CC2)CC2=CC=C(C=C2)F)=O 5-fluoro-2-(1-(1-(4-fluorobenzyl)piperidin-4-yl)-2-oxo-1,2-dihydro-3H-imidazo[4,5-c]pyridin-3-yl)-N-isopropyl-N-methylbenzamide